C(C)OC(C(=O)NCC1=NC=C(C=C1)C)=O 2-[(5-methyl-2-pyridinyl)methylamino]-2-oxo-acetic acid ethyl ester